FC1(CC1)CC(C(=O)OCC)(C(=O)OCC)C Diethyl 2-((1-fluorocyclopropyl) methyl)-2-methylmalonate